2-[(2,6-difluoro-4-pyridinyl)amino]-N-isopentyl-5-methoxy-pyrimidine-4-carboxamide FC1=NC(=CC(=C1)NC1=NC=C(C(=N1)C(=O)NCCC(C)C)OC)F